NN1SNC2=C1C=CC(=C2)C#N 3-amino-6-cyanobenzo-2,1,3-thiadiazole